ClC1=C(N)C(=CC=C1Cl)F 2,3-dichloro-6-fluoroaniline